3-aminoadamantane-1-carbonitrile Hydrochloride Cl.NC12CC3(CC(CC(C1)C3)C2)C#N